2-(4-{[2-(hydroxymethyl)-1,4-dioxaspiro[4.4]nonan-6-yl]methyl}phenyl)propionic acid OCC1OC2(OC1)C(CCC2)CC2=CC=C(C=C2)C(C(=O)O)C